BrC1=CC=2CN3C(=NC2C=C1)CC[C@H]3C(=O)[O-] (S)-7-bromo-1,2,3,9-tetrahydropyrrolo[2,1-b]quinazoline-1-carboxylate